((4-chlorophenyl)sulfonyl)-3-(4-fluorophenyl)-4-phenyl-N-((1S,3R)-3-(sulfamoylamino)cyclobutyl)-4,5-dihydro-1H-pyrazole-1-carboxamide ClC1=CC=C(C=C1)S(=O)(=O)C1(C(=NN(C1)C(=O)NC1CC(C1)NS(N)(=O)=O)C1=CC=C(C=C1)F)C1=CC=CC=C1